ClC=1C(=C(C=CC1)NC1=NC=NC2=CC=C(C=C12)[C@H]1CN(CC1)C(C=C)=O)F (S)-1-(3-(4-((3-chloro-2-fluorophenyl)amino)quinazolin-6-yl)pyrrolidin-1-yl)prop-2-en-1-one